2-(Methylsulfonyl)ethyl (2-((S)-5-oxo-1-(2,3,5-trifluorobenzyl)pyrrolidin-2-yl)acetyl)valinate O=C1CC[C@H](N1CC1=C(C(=CC(=C1)F)F)F)CC(=O)N[C@@H](C(C)C)C(=O)OCCS(=O)(=O)C